OC[C@@H](C[C@@H](CCCCCCCCCCCCCCCC=CC)O)O (2R,4R)-1,2,4-Trihydroxydocosa-20-ene